3,4-dichloro-5-methyl-N-(2-morpholino-4-(1H-tetrazol-5-yl)phenyl)-1H-pyrrole-2-carboxamide ClC1=C(NC(=C1Cl)C)C(=O)NC1=C(C=C(C=C1)C1=NN=NN1)N1CCOCC1